C(C)(=O)N[C@@H](C=O)[C@@H](OC(C)=O)[C@H](OC(C)=O)[C@H](O)COC(C)=O 2-Acetylamino-2-deoxy-3,4,6-tri-O-acetyl-D-glucose